(S)-7-(8-chloronaphthalen-1-yl)-2-(methylthio)-7,8-dihydro-5H-pyrano[4,3-d]pyrimidin-4-yl trifluoromethanesulfonate FC(S(=O)(=O)OC=1C2=C(N=C(N1)SC)C[C@H](OC2)C2=CC=CC1=CC=CC(=C21)Cl)(F)F